O1CCC(CC1)=C(CC)O (tetrahydro-4H-pyran-4-ylidene)propan-1-ol